rac-2-(4-fluorophenyl)-N-{[4-(5-methyl-1,3-thiazol-4-yl)-2,5-dioxoimidazolidin-4-yl]methyl}-2H-1,2,3-triazole-4-carboxamide FC1=CC=C(C=C1)N1N=CC(=N1)C(=O)NC[C@@]1(NC(NC1=O)=O)C=1N=CSC1C |r|